N[C@@H](CCCNC(N)=N)C(=O)[O-].[K+] potassium argininate